FC=1C(=C2C=3N([C@H](CO2)C)C=C(C(C3C1)=O)C(=O)O)N1CCN(CC1)C (S)-9-fluoro-2,3-dihydro-3-methyl-10-(4-methylpiperazin-1-yl)-7-oxo-7H-pyrido[1,2,3-de]-1,4-benzoxazine-6-carboxylic acid